copper-zinc-nickel-cerium [Ce].[Ni].[Zn].[Cu]